COC(=O)C1=C(C=NC=C1)NC[C@@H]1CCCC2=CC(=CC=C12)SC1=C(C=CC=C1)F 3-({[(1R)-6-[(2-fluorophenyl)thio]-1,2,3,4-tetrahydronaphthalen-1-yl]methyl}amino)pyridine-4-carboxylic acid methyl ester